4-((3,3-difluorocyclopentyl)methoxy)-N-(4-((2S,6R)-2,6-dimethylmorpholino)phenyl)-5-fluoropyrimidin-2-amine FC1(CC(CC1)COC1=NC(=NC=C1F)NC1=CC=C(C=C1)N1C[C@@H](O[C@@H](C1)C)C)F